5-{4-[(5-{[4-(prop-2-en-1-yloxy)phenyl]amino}pyrimidin-2-yl)oxy]butoxy}-3,4-dihydroisoquinoline C(C=C)OC1=CC=C(C=C1)NC=1C=NC(=NC1)OCCCCOC1=C2CCN=CC2=CC=C1